3-(chloromethyl)-1,5-dimethyl-pyrazole ClCC1=NN(C(=C1)C)C